methyl 5-((3-(2,2,2-trifluoroethoxy)pyridin-2-yl)oxy)pyrazolo[1,5-a]pyridine-2-carboxylate FC(COC=1C(=NC=CC1)OC1=CC=2N(C=C1)N=C(C2)C(=O)OC)(F)F